tert-butyl 6-(4-(1,6-dimethyl-1H-indazol-7-yl)-3-methyl-5,6,7,8-tetrahydro-1,7-naphthyridin-2-yl)-2,6-diazaspiro[3.4]octane-2-carboxylate CN1N=CC2=CC=C(C(=C12)C1=C(C(=NC=2CNCCC12)N1CC2(CN(C2)C(=O)OC(C)(C)C)CC1)C)C